BrCCCCCCC1=CC=C(C=C)C=C1 4-(6-bromohexyl)styrol